N-(5-(2-cyanophenyl)-8-(methylamino)-2,7-naphthyridin-3-yl)cyclopropanecarboxamide C(#N)C1=C(C=CC=C1)C1=C2C=C(N=CC2=C(N=C1)NC)NC(=O)C1CC1